ethyl 3-(2-(2-ethoxy-2-oxoethyl)-2-(6-trifluoromethylpyridin-3-yl) hydrazino)-3-oxopropionate C(C)OC(CN(NC(CC(=O)OCC)=O)C=1C=NC(=CC1)C(F)(F)F)=O